isopropyl cis-3-((cyclopropylsulfonyl)amino)-2-((6-(prop-1-en-2-yl)pyridin-2-yl)methyl)piperidine-1-carboxylate C1(CC1)S(=O)(=O)N[C@@H]1[C@@H](N(CCC1)C(=O)OC(C)C)CC1=NC(=CC=C1)C(=C)C